[Si](C)(C)(C(C)(C)C)OCCSCCN(C(OC(C)(C)C)=O)C tert-butyl N-[2-[2-[tert-butyl(dimethyl)silyl]oxyethylsulfanyl]ethyl]-N-methyl-carbamate